NC=1C2=C(N=CN1)N(C(=C2C(=O)OC)Cl)C2(CC2)C methyl 4-amino-6-chloro-7-(1-methylcyclopropyl)-7H-pyrrolo[2,3-d]pyrimidine-5-carboxylate